4-(benzyloxy)benzenesulfonyl fluoride C(C1=CC=CC=C1)OC1=CC=C(C=C1)S(=O)(=O)F